C(C)(C)(C)[Si](C)(C)OCC(=CC)CO[Si](C)(C)C(C)(C)C tert-butyl-(2-((tert-butyl-(dimethyl)silyl)oxymethyl)but-2-enyloxy)dimethylsilane